COC(CCCCCNC(C(=C)C)=O)=O N-methacryloyl-6-aminohexanoic acid methyl ester